CC=1N=CC=2N(C(C(=C(N2)C(F)(F)F)C=2C=NC(=NC2)OCC(F)(F)F)=O)C1 7-methyl-3-[2-(2,2,2-trifluoroethoxy)pyrimidin-5-yl]-2-(trifluoromethyl)-4H-pyrazino[1,2-a]pyrimidin-4-one